tert-Butyl N-[(1R)-1-[[4-[1-(benzenesulfonyl)pyrrolo[2,3-b]pyridin-4-yl]phenyl]carbamoyl]-2-hydroxy-2-methyl-propyl]carbamate C1(=CC=CC=C1)S(=O)(=O)N1C=CC=2C1=NC=CC2C2=CC=C(C=C2)NC(=O)[C@@H](C(C)(C)O)NC(OC(C)(C)C)=O